(E)-3-(4'-fluoro-[1,1'-biphenyl]-3-yl)acrylic acid FC1=CC=C(C=C1)C1=CC(=CC=C1)/C=C/C(=O)O